[Ru+3].[O-2].[V+5].[O-2].[O-2].[O-2] vanadium oxide ruthenium